5-chloro-3-((4,6-dimethyl-2-oxo-1,2-dihydropyridin-3-yl)methyl)-6,7-dihydroxy-1,1-dimethyl-2,3-dihydrobenzo[d][1,3]azasilin-4(1H)-one ClC1=C(C(=CC=2[Si](CN(C(C21)=O)CC=2C(NC(=CC2C)C)=O)(C)C)O)O